NC1=C2N=CN(C2=NC=N1)C[C@@H](C)OCP(OCCSCCCCCCCCCCC#C[Si](C1=C(C(=C(C(=C1F)F)F)F)F)(C)C)(O)=O 2-((12-(dimethyl(perfluorophenyl)silyl)dodec-11-yn-1-yl)thio)ethyl hydrogen ((((R)-1-(6-amino-9H-purin-9-yl)propan-2-yl)oxy)methyl)phosphonate